S(=O)(OCCCCC)OCCCCC diamyl sulfite